1-(naphthalen-2-yl)pyrrolo[1,2-a]quinoxaline C1=C(C=CC2=CC=CC=C12)C1=CC=C2N1C1=CC=CC=C1N=C2